1-(2-(Difluoromethoxy)-4-((1-(3-fluoropropyl)pyrrolidin-3-yl)oxy)phenyl)-3-methyl-2-(2,2,2-trifluoroethyl)-2,3,4,9-tetrahydro-1H-pyrido[3,4-b]indole FC(OC1=C(C=CC(=C1)OC1CN(CC1)CCCF)C1N(C(CC2=C1NC1=CC=CC=C21)C)CC(F)(F)F)F